4,5-dichloro-2-(trifluoromethyl)benzene ClC1=CC(=CC=C1Cl)C(F)(F)F